gadolinium 2,2',2''-{10-[(1S)-1-carboxy-2-(4-{2-[2-(2-ethoxyethoxy)ethoxy]ethoxy}phenyl)ethyl]-1,4,7,10-tetraazacyclododecane-1,4,7-triyl}triacetate C(=O)(O)[C@H](CC1=CC=C(C=C1)OCCOCCOCCOCC)N1CCN(CCN(CCN(CC1)CC(=O)[O-])CC(=O)[O-])CC(=O)[O-].[Gd+3]